N[C@@H]1CN(C[C@@H]1F)C1=NC=CC(=N1)N1CCN(CC1)C[C@H]1CN(C[C@H](O1)C)C1=C2C=CC=NC2=C(C=C1)C#N 5-[(2S,6R)-2-[[4-[2-[(3R,4S)-3-amino-4-fluoro-pyrrolidin-1-yl]pyrimidin-4-yl]piperazin-1-yl]methyl]-6-methyl-morpholin-4-yl]quinoline-8-carbonitrile